O=C1N(C=CC(N1)=O)C=1C=NC2=CC=C(C=C2C1)OCCCOCCCNC(C)=O N-(3-(3-((3-(2,4-dioxo-3,4-dihydropyrimidin-1(2H)-yl)quinolin-6-yl)oxy)propoxy)propyl)acetamide